[Ru](I)(I)I.C(CCCCC)=N hexaanimine ruthenium iodide